1,7-dibromo-N,N'-bis(undecyl)perylene-3,4,9,10-tetracarboxylic acid diimine BrC1=CC(=C2C(=CC=C3C4=C(C=C(C=5C(=CC=C(C1=C23)C45)C(=O)O)C(=O)O)Br)C(O)=NCCCCCCCCCCC)C(O)=NCCCCCCCCCCC